F/C=C(\CN)/COC1=CC=C(C=C1)S(=O)(=O)COCC1(CCOCC1)C (E)-3-fluoro-2-((4-((((4-methyltetrahydro-2H-pyran-4-yl)methoxy)methyl)sulfonyl)phenoxy)methyl)prop-2-en-1-amine